C(C)C(COC1=CC(=C(CC2=C(C=CC=C2)C2=NC(=NC(=N2)C2=C(C=CC=C2)CC2=C(C=C(C=C2)OCC(CCCC)CC)O)C2=CC=C(C=C2)OC)C=C1)O)CCCC 2,4-bis-{[4-(2-ethylhexyloxy)-2-hydroxybenzyl]-phenyl}-6-(4-methoxyphenyl)-(1,3,5)-triazine